O=C([C@H](O)C[C@H](O)CO)O.N1N=CC2=C(C=CC=C12)C=1N=C(C2=C(N1)C=C(S2)CN2CCN(CC2)S(=O)(=O)C)N2CCOCC2 4-[2-(1H-indazol-4-yl)-6-[(4-methylsulfonylpiperazin-1-yl)methyl]thieno[3,2-D]pyrimidin-4-yl]morpholine 3-deoxy-d-xylonate